C(C1=CC=CC=C1)N1CCCNC(C(NCCCC1)=O)=O 8-benzyl-1,4,8-triazacyclododecane-2,3-dione